2,3,4,6-Tetra-O-acetyl-β-D-galactopyranosyl(1→4)-2,3,6-tri-O-acetyl-1-S-acetyl-1-thio-β-D-glucopyranose C(C)(=O)O[C@H]1[C@@H](O[C@@H]([C@@H]([C@@H]1OC(C)=O)OC(C)=O)COC(C)=O)O[C@H]1[C@@H]([C@H]([C@H](SC(C)=O)O[C@@H]1COC(C)=O)OC(C)=O)OC(C)=O